6-(4-(4-((1,1-Difluoro-3,9-diazaspiro[5.5]undecan-3-yl)methyl)-1H-pyrazol-1-yl)indolin-1-yl)-N-((1R,2R)-2-methoxycyclobutyl)-8-(methylamino)imidazo[1,2-b]pyridazine-3-carboxamide FC1(CN(CCC12CCNCC2)CC=2C=NN(C2)C2=C1CCN(C1=CC=C2)C=2C=C(C=1N(N2)C(=CN1)C(=O)N[C@H]1[C@@H](CC1)OC)NC)F